C(C(=C)C)(=O)OCC[N+](C)(C)C 2-(Trimethylammonio)ethyl methacrylate